{2-cyclopropyl-3',5'-difluoro-[1,1'-biphenyl]-3-yl}acetic acid C1(CC1)C1=C(C=CC=C1CC(=O)O)C1=CC(=CC(=C1)F)F